BrC=1C(C(=C(N(C1I)CC)C1=CC(=C(C=C1)Cl)Cl)C(=O)OC)=O methyl 5-bromo-2-(3,4-dichlorophenyl)-1-ethyl-6-iodo-4-oxo-pyridine-3-carboxylate